9-(m-acetylphenyl)acridine C(C)(=O)C=1C=C(C=CC1)C=1C2=CC=CC=C2N=C2C=CC=CC12